C(C)(C)(C)OC(=O)NC=1SC2=C(N1)C=C(C=C2F)F 2-((tert-butoxycarbonyl)amino)-5,7-difluorobenzo[d]thiazole